ClC=1C=C2C=NN(C2=CC1N1CCN(CC1)C1(C(COC1)O)C)C=1C=NN(C1)C12CC(C1)(C2)OC 4-(4-(5-chloro-1-(1-(3-methoxybicyclo[1.1.1]pentan-1-yl)-1H-pyrazol-4-yl)-1H-indazol-6-yl)piperazin-1-yl)-4-methyltetrahydrofuran-3-ol